C1=CC=CC=2C3=CC=CC=C3C(C12)COC(=O)N[C@H](C(=O)O)CN(C1=CC=CC=C1)C (S)-2-((((9H-fluoren-9-yl)methoxy)carbonyl)amino)-3-(methyl(phenyl)amino)propanoic acid